N-(4-fluoro-3-nitrophenyl)-3-((2-methylindolin-1-yl)sulfonyl)benzamide FC1=C(C=C(C=C1)NC(C1=CC(=CC=C1)S(=O)(=O)N1C(CC2=CC=CC=C12)C)=O)[N+](=O)[O-]